CC=1C=C(C=CC1C)C1=CC=C2C(N(C=NC2=C1F)C1CS(C=C1)(=O)=O)=O 7-(3,4-dimethylphenyl)-3-(1,1-dioxido-2,3-dihydrothiophen-3-yl)-8-fluoroquinazolin-4(3H)-one